[Ni].FC=1C=C(C(=O)N)C=CC1F 3,4-difluorobenzamide nickel